COC1=CC=C(CN(C(C)=O)C=C)C=C1 N-(4-methoxybenzyl)-N-vinyl-acetamide